C(=O)(OCC1C2=CC=CC=C2C2=CC=CC=C12)N[C@@H](CC1=CC=NC=C1)C(=O)O Fmoc-3-(4-pyridyl)-L-alanine